(±)-5-(methylamino)-2-phenyl-4-[3-trifluoromethylphenyl]-3(2H)-furanone CNC1=C(C([C@H](O1)C1=CC=CC=C1)=O)C1=CC(=CC=C1)C(F)(F)F |r|